(Z)-2-(5-bromo-1H-indol-3-yl)-3-(4-isopropoxypyridin-3-yl)-acrylonitrile BrC=1C=C2C(=CNC2=CC1)/C(/C#N)=C/C=1C=NC=CC1OC(C)C